C(C)(C)(C)C1N2C(C=3N(N=C4C(=CC=CC34)OC[C@H](CC)C)C1)=CC(C(=C2)C(=O)O)=O 6-(tert-butyl)-10-((S)-2-methylbutoxy)-2-oxo-6,7-dihydro-2H-pyrido[2',1':3,4]pyrazino[1,2-b]indazole-3-carboxylic acid